(1R,3R)-3-[6-(hydroxymethyl)-2-quinolinyl]cyclohexanol OCC=1C=C2C=CC(=NC2=CC1)[C@H]1C[C@@H](CCC1)O